[6-[[5-(trifluoromethyl)-2-pyridinyl]methyl]-2-azaspiro[3.3]heptan-2-yl]methanone tert-butyl-3-amino-1-(4-bromophenyl)-1,4,6,7-tetrahydro-5H-pyrazolo[4,3-c]pyridine-5-carboxylate C(C)(C)(C)OC(=O)N1CC2=C(CC1)N(N=C2N)C2=CC=C(C=C2)Br.FC(C=2C=CC(=NC2)CC2CC1(CN(C1)C=O)C2)(F)F